F[Au] Fluoro-Gold